BrCCC(C(=O)OC)OC1=CC(=C(C=C1)Br)COC1CC2=CC=CC=C2C1 methyl 4-bromo-2-{4-bromo-3-[(2,3-dihydro-1H-inden-2-yloxy) methyl] phenoxy}-butanoate